N-(4-((1S,2S)-2-phenylcyclopropyl)thiazol-2-yl)-1-(pyridin-4-ylmethyl)-1H-pyrrole-2-carboxamide C1(=CC=CC=C1)[C@@H]1[C@H](C1)C=1N=C(SC1)NC(=O)C=1N(C=CC1)CC1=CC=NC=C1